ethyl 5-(1-((benzyloxy)methyl)-2-oxabicyclo[2.2.2]octan-4-yl)-1H-pyrazole-3-carboxylate C(C1=CC=CC=C1)OCC12OCC(CC1)(CC2)C2=CC(=NN2)C(=O)OCC